N[C@H](C(=O)[O-])CC=1OC=C(N1)C=1C=C2C(=C(N(C2=CC1)CC(F)(F)F)C=1C(=NC=CC1)[C@H](C)OC)CC(CO[Si](C1=CC=CC=C1)(C1=CC=CC=C1)C(C)(C)C)(C)C (S)-2-amino-3-(4-(3-(3-((tert-butyldiphenylsilyl)oxy)-2,2-dimethylpropyl)-2-(2-((S)-1-methoxyethyl)pyridin-3-yl)-1-(2,2,2-trifluoroethyl)-1H-indol-5-yl)oxazol-2-yl)propanoate